FC1=C(C=C2CCCC2=C1)[C@H]1[C@@H](C(NC1)=O)C(=O)O |o1:10,11| (3S*,4R*)-4-(6-fluoro-2,3-dihydro-1H-inden-5-yl)-2-oxopyrrolidine-3-carboxylic acid